O[C@@H]1[C@@H]([C@H](CC1)N1C(C(=CC2=C1N=C(N=C2)NC2(C(CN(CC2([2H])[2H])S(=O)(=O)C)([2H])[2H])[2H])C([2H])([2H])[2H])=O)C (+)-8-((1S,2R,3S)-3-hydroxy-2-methylcyclopentyl)-6-(methyl-d3)-2-((1-(methylsulfonyl)piperidin-4-yl-3,3,4,5,5-d5)-amino)pyrido[2,3-d]pyrimidin-7(8H)-one